(3R)-1-[(4S)-6,7-difluoro-3,4-dihydro-2H-1-benzopyran-4-yl]-3-(2-isopropoxyphenyl)piperazine FC=1C(=CC2=C([C@H](CCO2)N2C[C@H](NCC2)C2=C(C=CC=C2)OC(C)C)C1)F